C[Si](OCC)(C)C methyl-dimethyl-ethoxysilane